3-benzyl-5-bromo-3,4-dihydroquinazolin-4-one C(C1=CC=CC=C1)N1C=NC2=CC=CC(=C2C1=O)Br